C(=C\CCCCC)/C(=O)O trans-heptene-1-carboxylic acid